(1R,2S,5S)-N-(cyano(4-ethynylpyrazolo[1,5-a]pyridin-3-yl)methyl)-3-((S)-3,3-dimethyl-2-(2,2,2-trifluoroacetamido)butanoyl)-6,6-dimethyl-3-azabicyclo[3.1.0]hexane-2-carboxamide C(#N)C(NC(=O)[C@@H]1[C@H]2C([C@H]2CN1C([C@H](C(C)(C)C)NC(C(F)(F)F)=O)=O)(C)C)C=1C=NN2C1C(=CC=C2)C#C